4-(1-Isopropyl-2,3-dihydro-1H-pyrrolo[2,3-b]pyridine-6-carboxamido)-2-methylbenzoic acid C(C)(C)N1CCC=2C1=NC(=CC2)C(=O)NC2=CC(=C(C(=O)O)C=C2)C